dimethoxyether COOOC